C[N+](C)(C)CCOP(=O)([O-])OC1=CC=C(C=C1)N 4-AMINOPHENYLPHOSPHORYLCHOLINE